OCCN(C1=CC=C(C=C1)/C=C/C(=O)C1=CC=C(C=C1)NC(=O)C=1C(=NC=CC1)SC)C N-[4-[(E)-3-[4-[2-Hydroxyethyl(methyl)amino]phenyl]prop-2-enoyl]phenyl]-2-methylsulfanylpyridine-3-carboxamide